1-hydroxyethane-1,1-disulfonic acid OC(C)(S(=O)(=O)O)S(=O)(=O)O